The molecule is the D-enantiomer of idaric acid. It is a conjugate acid of a D-idarate(1-). It is an enantiomer of a L-idaric acid. [C@@H]([C@H]([C@@H](C(=O)O)O)O)([C@@H](C(=O)O)O)O